C(C)O[Ti](OCC)(OCC)OCC tetraethoxytitanium(IV)